C(C)(C)(C)OC(COC1=CC=C(C=C1)Br)=O 2-(4-bromophenoxy)acetic acid tert-butyl ester